(1R,2S,3S,6R,7S,8S,10R)-4-(tert-butoxycarbonyl)-4-azatetracyclo[5.3.1.0^{2,6}.0^{8,10}]undecane-3-carboxylic acid C(C)(C)(C)OC(=O)N1[C@@H]([C@H]2[C@H]3[C@@H]4C[C@@H]4[C@@H]([C@H]2C1)C3)C(=O)O